zinc magnesium gallium [Ga].[Mg].[Zn]